FC(S(=O)(=O)OC=1C2=C(N=C(N1)SC)CC(OC2)C2=CC(=CC1=CC=CC(=C21)Br)OCOC)(F)F 7-(8-bromo-3-(methoxymethoxy)naphthalen-1-yl)-2-(methylthio)-7,8-dihydro-5H-pyrano[4,3-d]pyrimidin-4-yl trifluoromethanesulfonate